N1=C(C=CC=C1)C(COC=1C=NC=CC1CN)C (3-(2-(pyridin-2-yl)propoxy)pyridin-4-yl)methanamine